C1(CC1)/C(=C(/C(=O)OC)\C)/C1=CC2=C(OCC(N2)C2=CC=C(C=C2)C2=C(C=CC(=C2)OC)F)C=C1 (Z)-methyl 3-cyclopropyl-3-(3-(2'-fluoro-5'-methoxy-[1,1'-biphenyl]-4-yl)-3,4-dihydro-2H-benzo[b][1,4]oxazin-6-yl)-2-methylacrylate